NC1=CC=C(C=C1)N(C(CN1N=NC2=C1C=CC=C2)=O)CC2=CSC=C2 N-(4-Aminophenyl)-2-(benzotriazol-1-yl)-N-(3-thienylmethyl)acetamide